3-[2-[[1-[[2-(4-chloro-3-fluoro-phenoxy)acetyl]amino]-3-bicyclo[1.1.1]pentyl]-formyl-amino]acetyl]azetidine-1-carboxylic acid benzyl ester C(C1=CC=CC=C1)OC(=O)N1CC(C1)C(CN(C=O)C12CC(C1)(C2)NC(COC2=CC(=C(C=C2)Cl)F)=O)=O